Cl.N[C@@H]1C2=C(C=NC(=C2)C)CC12CCN(CC2)C=2C=1N(C(=C(N2)C)C=2C(=C(C#N)C=CC2)F)N=CC1 3-[4-[(5S)-5-amino-3-methyl-spiro[5,7-dihydrocyclopenta[c]pyridine-6,4'-piperidine]-1'-yl]-6-methyl-pyrazolo[1,5-a]pyrazin-7-yl]-2-fluoro-benzonitrile hydrochloride